2,6-dichloro-1,3-benzoxazole ClC=1OC2=C(N1)C=CC(=C2)Cl